FS(=O)(=O)C=1C=C(C(=O)O)C=CC1 3-fluorosulfonylbenzoic acid